C(C)(C)(C)OC(N[C@H](C(=O)NCC1=C(C(=CC=C1)Cl)F)CC(C)C)=O (S)-(1-((3-chloro-2-fluorobenzyl)amino)-4-methyl-1-oxopent-2-yl)carbamic acid tert-butyl ester